(4S)-4-[2-[tert-butyl(dimethyl)silyl]oxyethylamino]-N-[2-methyl-3-(4,4,5,5-tetramethyl-1,3,2-dioxaborolan-2-yl)phenyl]-4,5,6,7-tetrahydropyrazolo[1,5-a]pyridine-2-carboxamide [Si](C)(C)(C(C)(C)C)OCCN[C@@H]1C=2N(CCC1)N=C(C2)C(=O)NC2=C(C(=CC=C2)B2OC(C(O2)(C)C)(C)C)C